rac-1-(3-chloro-5-fluoropyridin-2-yl)ethanamine hydrochloride Cl.ClC=1C(=NC=C(C1)F)[C@@H](C)N |r|